2-methyl-6-(4-phenyl-7-(piperidine-1-carbonyl)quinolin-2-yl)isoquinolin-1(2H)-one CN1C(C2=CC=C(C=C2C=C1)C1=NC2=CC(=CC=C2C(=C1)C1=CC=CC=C1)C(=O)N1CCCCC1)=O